7,14-dioxa-4,10,19,20-tetraazatetracyclo[13.5.2.12,6.018,21]tricosa-1(20),2,4,6(23),15,17,21-heptaen-9-one C=12C3=CN=CC(OCC(NCCCOC4=CC=C(NN1)C2=C4)=O)=C3